N-(1-cyanocyclopropyl)-4-(4-(1-methyl-1H-imidazol-2-yl)piperazin-1-yl)-9H-pyrimido[4,5-b]indole-7-sulfonamide C(#N)C1(CC1)NS(=O)(=O)C1=CC=C2C3=C(NC2=C1)N=CN=C3N3CCN(CC3)C=3N(C=CN3)C